ClC1=CC=C(C=C1)[C@@H](O)C1=NC=CC=C1 (R)-(4-chlorophenyl)-(pyridin-2-yl)-methanol